trimethyl-dihydroquinoline CC1(N(C2=CC=CC=C2C=C1)C)C